cyclopropyl-3-methoxy-3-methyl-1-[[4-[5-(trifluoromethyl)-1,2,4-oxadiazol-3-yl]phenyl]methyl]urea C1(CC1)N(C(=O)N(C)OC)CC1=CC=C(C=C1)C1=NOC(=N1)C(F)(F)F